C(C)C1(C=CC=C1)[Y](NC(C(CCC)CCC)=O)C1(C=CC=C1)CC bis(ethylcyclopentadienyl)(di-n-propyl-acetamido)yttrium